2,6-dimethoxybenzoyl-2,4,6-trimethylbenzoyl-n-butylphosphine oxide COC1=C(C(=O)P(CCCC)(C(C2=C(C=C(C=C2C)C)C)=O)=O)C(=CC=C1)OC